rel-(4'S)-4'-(aminomethyl)-6-chloro-2-[(2,4-dimethoxyphenyl)methyl]spiro[3H-isoquinoline-4,3'-tetrahydrofuran]-1,2'-dione NC[C@@H]1C2(C(OC1)=O)CN(C(C1=CC=C(C=C12)Cl)=O)CC1=C(C=C(C=C1)OC)OC |o1:2|